4-(2-methyl-6,7-dihydropyrazolo[1,5-a]pyrimidin-4(5H)-yl)-4-oxo-N-(6-(pyrazin-2-yl)pyridin-3-yl)butanamide CC1=NN2C(N(CCC2)C(CCC(=O)NC=2C=NC(=CC2)C2=NC=CN=C2)=O)=C1